7-(2-(3,3-Dimethylazetidin-1-yl)-6-fluoropyridin-4-yl)-5,6,7,8-tetrahydro-2,7-naphthyridine-3-carboxylic acid ethyl ester C(C)OC(=O)C=1N=CC=2CN(CCC2C1)C1=CC(=NC(=C1)F)N1CC(C1)(C)C